FC(C=1OC(=NN1)C1=C(C=C(C=C1)CN1N=C(N=N1)C1=NC=CC2=CC=CC=C12)F)F 2-(Difluoromethyl)-5-[2-fluoro-4-[(5-isoquinolin-1-yl-tetrazol-2-yl)methyl]phenyl]-1,3,4-oxadiazole